1-(3-bromophenyl)-4-(dimethoxymethyl)piperidine BrC=1C=C(C=CC1)N1CCC(CC1)C(OC)OC